C(=O)(O)CC(CC(=O)O)(CC(=O)O)C 1,3-dicarboxy-2-methyl-2-carboxymethylpropane